3-(4-aminoimidazo[2,1-f][1,2,4]triazin-7-yl)-N-[trans-4-(1-hydroxy-1-methylethyl)cyclohexyl]-4-methylbenzenesulfonamide NC1=NC=NN2C1=NC=C2C=2C=C(C=CC2C)S(=O)(=O)N[C@@H]2CC[C@H](CC2)C(C)(C)O